C(#N)N(C1=CC(=CC(=C1)F)F)C=1SC(=C(N1)C(=O)NC1(CCCC1)C)C 2-(N-cyano-3,5-difluoro-anilino)-5-methyl-N-(1-methylcyclopentyl)thiazole-4-carboxamide